N-Methyl-2-(3-spiro[3.3]hept-2-yl-ureido)-2-(3-trifluoromethyl-phenyl)-acetamide CNC(C(C1=CC(=CC=C1)C(F)(F)F)NC(=O)NC1CC2(C1)CCC2)=O